C(CCC)[Si](C1=CC=C(C=C1)P(N(C(C1=CC=CC=C1)=O)P(C1=C(C=CC=C1)C(F)(F)F)C1=CC=C(C=C1)[Si](CCCC)(CCCC)CCCC)C1=C(C=CC=C1)C(F)(F)F)(CCCC)CCCC N,N-bis((4-(tributylsilyl)phenyl)(2-(trifluoromethyl)phenyl)phosphaneyl)benzamide